NC1=C(C=CC(=C1)OC(F)(F)F)C(=O)N1CCC(CC1)C=1C(=CN=C2NC(=NC12)C1CNCCO1)F (2-amino-4-trifluoromethoxyphenyl){4-[6-fluoro-2-(2-morpholinyl)-3H-1,3,4-triazainden-7-yl]-1-piperidyl}methanone